(Z)-2-(2-((5-ethyl-4-oxo-4,5,6,7-tetrahydro-2H-pyrrolo[3,4-c]pyridin-2-yl)methyl)-3-fluoroallyl)isoindoline-1,3-dione C(C)N1C(C=2C(CC1)=CN(C2)C/C(/CN2C(C1=CC=CC=C1C2=O)=O)=C/F)=O